(4-(dimethylamino)-8-fluoro-2-(((2r,7as)-2-fluoro-hexahydro-1H-pyrrolizin-7a-yl)methoxy)quinazolin-7-yl)-5-ethyl-6-fluoronaphthalene-2-ol CN(C1=NC(=NC2=C(C(=CC=C12)C1=C(C=CC2=C(C(=CC=C12)F)CC)O)F)OC[C@]12CCCN2C[C@@H](C1)F)C